C1N(CC2=CC=CC=C12)CC1=CC(N(C=C1)CCC1=CC=C(C=C1)S(=O)(=O)C)=O 4-(isoindolin-2-ylmethyl)-1-(4-(methylsulfonyl)phenethyl)-pyridin-2(1H)-one